(3AR)-1-oxotetrahydro-1H-1λ4-[1,2,3]oxathiazolo[3,4-a]pyrazine-5(3H)-carboxylic acid tert-butyl ester C(C)(C)(C)OC(=O)N1C[C@H]2N(CC1)S(OC2)=O